N(=[N+]=[N-])C1=CC=C(C=CCC2C(C(CCC2)CC=CC2=CC=C(C=C2)N=[N+]=[N-])=O)C=C1 2,6-bis(4'-azidocinnamyl)-cyclohexanone